N[C@H](CCC(=O)O)C(=O)C(CCC[C@H](N)C(=O)O)N epsilon-(r-glutamyl)lysine